BrC1=NNC2=NC=NC(=C21)N2CCC(CC2)C(CCCN(C)C)C2=CC=C(C=C2)Cl 4-[1-(3-bromo-1H-pyrazolo[3,4-d]pyrimidin-4-yl)piperidin-4-yl]-4-(4-chlorophenyl)-N,N-dimethylbutan-1-amine